N-(4-Methylbenzyl)-4-(4-methylpiperazin-1-yl)-1H-benzo[d]imidazole-1-carboxamide CC1=CC=C(CNC(=O)N2C=NC3=C2C=CC=C3N3CCN(CC3)C)C=C1